NC(CCCN(CCCN1CC(=CC=C1)O)C)CN 1-(3-((4,5-diaminopentyl)(methyl)amino)propyl)-3-hydroxypyridin